4-((9,9-dimethyl-7-(piperazin-1-ylmethyl)-9,10-dihydroacridin-3-yl)amino)-N-methylbenzamide CC1(C2=CC(=CC=C2NC=2C=C(C=CC12)NC1=CC=C(C(=O)NC)C=C1)CN1CCNCC1)C